N'-(4-aminophenylsulfonyl)-2,3-diazaspiro[4.4]non-3-ene-2-carboximidamide NC1=CC=C(C=C1)S(=O)(=O)N=C(N)N1CC2(C=N1)CCCC2